OC1=CC=C2[C@H]([C@H](OCC2=C1)C1=CC=CC=C1)C1=CC=C(C=C1)N1CCC(CC1)C=O 1-(4-((3S,4R)-7-hydroxy-3-phenylisochroman-4-yl)phenyl)piperidine-4-carbaldehyde